(4-(1H-pyrrolo[2,3-b]pyridin-4-yl)phenyl)methanamine N1C=CC=2C1=NC=CC2C2=CC=C(C=C2)CN